4-((2S,5R)-5-ethyl-2-methyl-4-(1-(4-(oxetan-3-ylmethoxy)phenyl)propyl)piperazin-1-yl)-1-methyl-2-oxo-1,2-dihydropyrido[3,2-d]pyrimidine-6-carbonitrile C(C)[C@H]1N(C[C@@H](N(C1)C=1C2=C(N(C(N1)=O)C)C=CC(=N2)C#N)C)C(CC)C2=CC=C(C=C2)OCC2COC2